2-(2,1-benzisoxazol-6-yl)-4,4,5,5-tetramethyl-1,3,2-dioxaborolane N=1OC=C2C1C=C(C=C2)B2OC(C(O2)(C)C)(C)C